C(C)N1N=CC=C1C(=O)N[C@@H](C1CCC(CC1)F)C=1OC2=C(N1)C=C(C=C2F)[C@@H](COC)C=2C(NC=C(C2)F)=O 1-ethyl-N-((S)-(7-fluoro-5-((R)-1-(5-fluoro-2-oxo-1,2-dihydropyridin-3-yl)-2-methoxyethyl)benzo[d]oxazol-2-yl)((1r,4S)-4-fluorocyclohexyl)methyl)-1H-pyrazole-5-carboxamide